BrCCCCCCO[Si](OC(OCCCCCCCCCCCCCCCC)CCCCCCCCCCCCCCC)(C)C 1-bromo-8,8-dimethyl-10-pentadecyl-7,9,11-trioxa-8-silaheptacosane